methyl (2S)-2-amino-4-methylpentanoate N[C@H](C(=O)OC)CC(C)C